COC1=CC=C2C=3C=CN=C(C3N(C2=C1)CCO)C 2-(7-Methoxy-1-methyl-β-carbolin-9-yl)ethanol